2-(5-methoxy-[1,1'-biphenyl]-3-yl)-4,4,5,5-tetramethyl-1,3,2-dioxaborolane COC=1C=C(C=C(C1)C1=CC=CC=C1)B1OC(C(O1)(C)C)(C)C